C(C(=C)C)(=O)O.CC(CO)O 2-methyl-ethylene glycol methacrylate